COC1=C(C=CC(=C1)C(F)(F)F)C1=CC=C2C(=N1)NC(N2C)=O 5-(2-methoxy-4-(trifluoromethyl)phenyl)-1-methyl-1,3-dihydro-2H-imidazo[4,5-b]pyridin-2-one